Ethyl 2-(5-((14-(1,3-dioxoisoindolin-2-yl)tetradecyl)amino)-2-oxopyridin-1(2H)-yl)acetate O=C1N(C(C2=CC=CC=C12)=O)CCCCCCCCCCCCCCNC=1C=CC(N(C1)CC(=O)OCC)=O